3-(N-t-butyloxycarbonylamino)benzoic acid C(C)(C)(C)OC(=O)NC=1C=C(C(=O)O)C=CC1